4-(1H-Imidazolylmethyl)-benzoic acid methyl ester COC(C1=CC=C(C=C1)CN1C=NC=C1)=O